CC1=CC=C(C=C1)S(=O)(=O)OC1=C(C=C(C=C1)\C=C/1\C(NC2=C(S1)C=CC(=C2)S(=O)(=O)CC2=C(C=CC=C2Br)Br)=O)[N+](=O)[O-] (Z)-4-((6-((2,6-dibromobenzyl)sulfonyl)-3-oxo-3,4-dihydro-2H-benzo[b][1,4]thiazin-2-ylidene)methyl)-2-nitrophenyl 4-methylbenzenesulfonate